C(C)(=O)OC1=C(COC2=C(C(=O)[O-])C=CC=C2)C=CC=C1 2-acetoxy-benzyloxybenzoate